ClC1=C(C=C(C=C1)C(CNC1CCC(CC1)N1C(OC[C@H]1CO)=O)C1=CC=CC=C1)C=1C(=CC=C(C1F)OCCOC)C(=O)N 2'-chloro-6-fluoro-5'-(2-(((1r,4r)-4-(4-(hydroxymethyl)-2-oxooxazolidin-3-yl)cyclohexyl)amino)-1-phenylethyl)-5-(2-methoxyethoxy)-[1,1'-biphenyl]-2-carboxamide